ClC=1C=CC=2C(C3=CC=C(C=C3C2C1)Cl)NC(=O)C=1C(NC(=CC1)C(F)(F)F)=O N-(3,6-dichloro-9H-fluoren-9-yl)-2-oxo-6-(trifluoromethyl)-1,2-dihydropyridine-3-carboxamide